[Si](C)(C)(C(C)(C)C)OC1CC(N=C1SC)C=1C=NC=C(C1)F 3-(4-((tert-butyldimethylsilyl)oxy)-5-(methylthio)-3,4-dihydro-2H-pyrrol-2-yl)-5-fluoropyridine